methyl acetoimidate C(C)(OC)=N